rac-N-((4R,5R)-3-acetyl-7-ethyl-4-(4-fluorophenyl)-6-oxo-1-phenyl-4,5,6,7-tetrahydro-1H-pyrazolo[3,4-b]pyridin-5-yl)-3-(trifluoromethyl)benzamide C(C)(=O)C1=NN(C=2N(C([C@@H]([C@@H](C21)C2=CC=C(C=C2)F)NC(C2=CC(=CC=C2)C(F)(F)F)=O)=O)CC)C2=CC=CC=C2 |r|